OC1CC(C=C1)=O 4-hydroxy-cyclopenten-2-one